ClC=1C=CC(=C(C1)C1N(CCN(C1)CC1=CC=C(C=C1)OC)C1CCC12CCNCC2)C(C)C (2-(5-chloro-2-isopropylphenyl)-4-(4-methoxybenzyl)piperazin-1-yl)-7-azaspiro[3.5]nonane